2-((6-Fluoronaphthalen-2-yl)oxy)-N-((2,4-dimethylphenyl)sulfonyl)acetamide FC=1C=C2C=CC(=CC2=CC1)OCC(=O)NS(=O)(=O)C1=C(C=C(C=C1)C)C